COC=1C=C(C=CC1OCCOC(C(=C)C)=O)/C=C/C(=O)O (2E)-3-(3-methoxy-4-{2-[(2-methylpropan-2-enoyl)oxy]ethoxy}phenyl)prop-2-enoic acid